ClC=1C=C(C(=O)NC2=NN(C(=C2)C2=NC3=C(N2)C(=CC=C3)F)CC3=CC=C(C=C3)OC)C=CC1OCCO 3-chloro-N-[5-(7-fluoro-1H-benzimidazol-2-yl)-1-[(4-methoxyphenyl)-methyl]pyrazol-3-yl]-4-(2-hydroxyethoxy)benzamide